C(C1=CC=CC=C1)OC1=NC(=CC=C1C=1C=C(C=CC1)N1CCC(CC1)CN1CCN(CC1)C(=O)OC(C)(C)C)OCC1=CC=CC=C1 tert-butyl 4-((1-(3-(2,6-bis(benzyloxy)pyridin-3-yl)phenyl)piperidin-4-yl)methyl)piperazine-1-carboxylate